1-((3-fluoro-4-(methylcarbamoyl)phenyl)amino)cyclobutane-1-carboxylic acid FC=1C=C(C=CC1C(NC)=O)NC1(CCC1)C(=O)O